2-Phenyl-5-(trimethylsilyl)pyridine C1(=CC=CC=C1)C1=NC=C(C=C1)[Si](C)(C)C